FC(C1CN(CC1)C=1C=CC(=NC1)C1CN(C1)C(=O)N1C[C@H](CC1)C(=O)N)(F)F |r| rac-(3S)-1-[3-[5-[3-(trifluoromethyl)pyrrolidin-1-yl]-2-pyridinyl]azetidine-1-carbonyl]pyrrolidine-3-carboxamide